ethyl 3-(3-(7-((2-hydroxyethyl)sulfonyl)-2,6,6-trimethyl-1-(2-methylhydrazineyl)-1,5-dioxoheptan-2-yl)phenyl)-2-methylpropanoate OCCS(=O)(=O)CC(C(CCC(C(=O)NNC)(C)C=1C=C(C=CC1)CC(C(=O)OCC)C)=O)(C)C